[8-Bromo-7-chloro-6-(2,6-difluorophenyl)-4H-[1,2,4]triazolo[4,3-a][1,4]benzodiazepin-1-yl]methanamin-Hydrochlorid Cl.BrC=1C=CC2=C(C(=NCC=3N2C(=NN3)CN)C3=C(C=CC=C3F)F)C1Cl